4-((5-chloropyridin-2-yl)(hydroxy)methyl)benzonitrile ClC=1C=CC(=NC1)C(C1=CC=C(C#N)C=C1)O